8-Hydroxy-5-quinolinyl beta-D-glucopyranoside O([C@H]1[C@H](O)[C@@H](O)[C@H](O)[C@H](O1)CO)C1=C2C=CC=NC2=C(C=C1)O